2-chloro-5-(5-(difluoromethoxy)pyrazin-2-yl)-N-isopropylpyridin-4-amine ClC1=NC=C(C(=C1)NC(C)C)C1=NC=C(N=C1)OC(F)F